C1(CCCCC1)C(C(=O)NC1CCCCC1)N1C(=NC2=C1C=CC=C2)C=2C=C(C=CC2)C 2,N-dicyclohexyl-2-(2-m-tolyl-benzimidazol-1-yl)-acetamide